CC(CC(=O)O)CC(=O)O 3-Methyl-Glutaric Acid